ClC1=CC2=C(N(CCCC2NCCCCOC2=CC=CC=C2)C(=O)C2=C(C=C(C=C2)NC(C2=C(C=CC=C2)C)=O)C)C=C1 N-(4-(7-chloro-5-((4-phenoxybutyl)amino)-2,3,4,5-tetrahydro-1H-benzo[b]azepine-1-carbonyl)-3-methylphenyl)-2-methylbenzamide